(2S,3S)-N-((S)-1-amino-1-oxo-3-((S)-2-oxopyrrolidin-3-yl)propan-2-yl)-3-ethyl-1-(4-methoxy-1H-indole-2-carbonyl)azetidine-2-carboxamide NC([C@H](C[C@H]1C(NCC1)=O)NC(=O)[C@H]1N(C[C@@H]1CC)C(=O)C=1NC2=CC=CC(=C2C1)OC)=O